NC=1C=C2C3=C(C=[N+](C2=CC1)[O-])C(C1=CC=CC=C1O3)=O 2-amino-7-oxo-7H-chromeno[3,2-c]quinoline 5-oxide